ClCC1=NC(=NO1)C=1OC=CC1 5-(chloromethyl)-3-(furan-2-yl)-1,2,4-oxadiazole